S(=O)(=O)([O-])Cl.[Al+3].S(=O)(=O)([O-])Cl.S(=O)(=O)([O-])Cl aluminium chlorosulfate